2-cyclopropyl-6-hydroxy-2H-pyran-3(6H)-one C1(CC1)C1OC(C=CC1=O)O